C(C)(C)(CC)OC(C=C)=O.C1(=CC=C(C=C1)C(=O)C1=CC(=C(C=C1)N1C=NC(=C1)C)OC)C1=CC=CC=C1 [1,1'-Biphenyl]-4-yl-(3-methoxy-4-(4-methyl-1H-imidazol-1-yl)phenyl)methanone (t-amyl)acrylate